FC1=CC=C2C(=NN(C2=C1C)C=1C=CC(=NC1)N1CCC(CC1)C(=O)OCC)C=1C2=CN(N=C2C=CC1)C Ethyl 1-(5-(6-fluoro-2',7-dimethyl-1H,2'H-[3,4'-biindazol]-1-yl)pyridin-2-yl)-piperidine-4-carboxylate